yttrium gadolinium oxysulfide O=S.[Gd].[Y]